NC1=C2C(=NC=N1)N(N=C2C2=CC=C(C=C2)OC2=CC=CC=C2)C2CCN(CC2)CCCCC(=O)NC2=C(C=CC=C2)N 5-(4-(4-Amino-3-(4-phenoxyphenyl)-1H-pyrazolo[3,4-d]pyrimidin-1-yl)piperidin-1-yl)-N-(2-aminophenyl)pentanamide